5-pyrazinediethanol N1=C(C=NC(=C1)CCO)CCO